Ethyl (S)-4-(5-((2,2-dimethyl-4-oxo-3,8,11-trioxa-5-azatridecan-13-yl)carbamoyl)pyridin-2-yl)cyclohex-3-ene-1-carboxylate CC(C)(OC(NCCOCCOCCNC(=O)C=1C=CC(=NC1)C1=CC[C@H](CC1)C(=O)OCC)=O)C